ethyl 2-(3-(tert-butoxycarbonyl)-3,8-diazabicyclo[3.2.1]oct-8-yl)-4-cyanobenzo[d]thiazole-6-carboxylate C(C)(C)(C)OC(=O)N1CC2CCC(C1)N2C=2SC1=C(N2)C(=CC(=C1)C(=O)OCC)C#N